(+/-)-{2-[(3,5-difluoro-4-{[3-(trifluoromethyl)-1H-pyrrolo[2,3-b]pyridin-4-yl]oxy}phenyl)amino]-5-phenyl-5,6-dihydro-4H-1,3-oxazin-5-yl}methanol FC=1C=C(C=C(C1OC1=C2C(=NC=C1)NC=C2C(F)(F)F)F)NC=2OC[C@@](CN2)(C2=CC=CC=C2)CO |r|